C(C1=CC=CC=C1)N1CCC2(CC1)C(C1=CC=CC(=C1C2)Cl)=O benzyl-4-chlorospiro[indene-2,4'-piperidin]-1(3H)-one